C=1(C(=C(C(=CC1)C)NC(=S)[S-])NC(=S)[S-])C p-xylene-bis(dithiocarbamate)